3-(4-sulfobutyl)-1,1-dimethyl-2-(2-(1-methylquinolin-3-yl)vinyl)-1H-benzo[e]indole S(=O)(=O)(O)CCCCN1C(C(C=2C3=C(C=CC12)C=CC=C3)(C)C)C=CC=3CN(C1=CC=CC=C1C3)C